tris(p-toluenesulfonyl)benzene CC1=CC=C(C=C1)S(=O)(=O)C=1C(=C(C=CC1)S(=O)(=O)C1=CC=C(C)C=C1)S(=O)(=O)C1=CC=C(C)C=C1